Methyl (2E)-3-(5-{2-[2-(piperazin-1-yl)-1,3-thiazol-5-yl]ethynyl}pyridin-2-yl)prop-2-enoate N1(CCNCC1)C=1SC(=CN1)C#CC=1C=CC(=NC1)/C=C/C(=O)OC